methanesulfonyl-hydroxylamine trifluoromethanesulfonate FC(S(=O)(=O)O)(F)F.CS(=O)(=O)NO